C12N(CC(NC1)C2)CC=2C=C1CN(CC1=CC2)C2C(NC(CC2)=O)=O 5-((2,5-diazabicyclo[2.2.1]heptane-2-yl)methyl)-2-(2,6-dioxopiperidin-3-yl)isoindoline